o-allyl-L-tyrosine C(C=C)C1=C(C[C@H](N)C(=O)O)C=CC(=C1)O